C1(CC1)C=1C=C(C=2N(C1)C=C(N2)CC(=O)O)N2C(N(C(C2)=O)C)=O 2-(6-cyclopropyl-8-(3-methyl-2,4-dioxoimidazolidin-1-yl)imidazo[1,2-a]pyridin-2-yl)acetic acid